C(C1=CC=CC=C1)OC1=CC=C(C(=O)C#N)C=C1 4-Benzyloxybenzoyl cyanide